1-cyclohexyl-2-(2,4-difluorophenyl)-1,6-dihydrodipyrrolo[2,3-b:2',3'-d]Pyridine C1(CCCCC1)N1C(=CC=2C1=C1C(=NC2)NC=C1)C1=C(C=C(C=C1)F)F